FC1(C(NC2=CC=CC=C2C1=O)=O)F 3,3-difluoro-1H-quinoline-2,4-dione